Cis-2-((6-(4-((((R)-1-(2-chlorophenyl)ethoxy)carbonyl)amino)-3-methylisoxazol-5-yl)-2-methylpyridin-3-yl)carbamoyl)cyclohexane-1-carboxylic acid ClC1=C(C=CC=C1)[C@@H](C)OC(=O)NC=1C(=NOC1C1=CC=C(C(=N1)C)NC(=O)[C@@H]1[C@@H](CCCC1)C(=O)O)C